C(C)OC(C[C@H](NC(=O)NC=1C(N(C=C(C1O)C)C)=O)C=1C=C(C=CC1)C1=C(C=CC(=C1)OC)OC)=O (S)-3-(2',5'-dimethoxybiphenyl-3-yl)-3-(3-(4-hydroxy-1,5-dimethyl-2-oxo-1,2-dihydropyridin-3-yl)ureido)propanoic acid ethyl ester